(S)-2-methyl-2-propyl-piperazine C[C@]1(NCCNC1)CCC